NC1=C(C(=NC=N1)C=1C(=C(C=C(C1)F)NC(C1=C(C=C(C=C1)C1CC1)F)=O)C)OC[C@H]1N(CC1)C(C#C)=O (S)-N-(3-(6-Amino-5-((1-propioloylazetidin-2-yl)methoxy)pyrimidin-4-yl)-5-fluoro-2-methylphenyl)-4-cyclopropyl-2-fluorobenzamide